(R)-1-(3,3-difluoro-4-((4-(methoxy-d3)-5-(1-(2,2,2-trifluoroethyl)-1H-benzo[d][1,2,3]triazol-6-yl)pyrrolo[2,1-f][1,2,4]triazin-2-yl)amino)piperidin-1-yl)ethan-1-one-2,2,2-d3 FC1(CN(CC[C@H]1NC1=NN2C(C(=N1)OC([2H])([2H])[2H])=C(C=C2)C=2C=CC1=C(N(N=N1)CC(F)(F)F)C2)C(C([2H])([2H])[2H])=O)F